O[C@@H]1C[C@H]2[C@@H]3CCC([C@@]3(C)CC[C@@H]2[C@]2(CCC(CC12)CC(=O)O)C)=O 2-(6beta-hydroxy-17-oxoandrostane-3-yl)acetic acid